COCC[C@@H](C(COC1=C(C(=CC(=C1F)F)F)F)=O)NC(OC(C)(C)C)=O tert-Butyl (S)-(5-methoxy-2-oxo-1-(2,3,5,6-tetrafluorophenoxy)pentan-3-yl)carbamate